NCCNCC[Na] 2-[(2-aminoethyl)amino]ethyl-sodium